(S)-(1,3-Dimethyl-azetidin-3-yl)-[3-(3-methyl-[1,2,4]triazol-1-yl)-phenyl]-(4-trifluoromethoxy-phenyl)-methanol CN1CC(C1)(C)[C@](O)(C1=CC=C(C=C1)OC(F)(F)F)C1=CC(=CC=C1)N1N=C(N=C1)C